C1(CC1)C1=CC(C=CC1(O)C#C)=O 3-cyclopropyl-4-ethynyl-4-hydroxycyclohexa-2,5-dien-1-one